3-phenylethynyl-1,2,4-triazole C1(=CC=CC=C1)C#CC1=NNC=N1